N-[(4-cyclopropyl-3-fluorophenyl)(phenyl)methyl]-1-{2-[4-(dimethylamino)-2H-1,2,3-triazol-2-yl]acetyl}-4-fluoropyrrolidine-2-carboxamide C1(CC1)C1=C(C=C(C=C1)C(NC(=O)C1N(CC(C1)F)C(CN1N=CC(=N1)N(C)C)=O)C1=CC=CC=C1)F